methyl-5-((3-methylbut-3-en-1-yl)oxy)nicotinic acid CC1=C(C(=O)O)C=C(C=N1)OCCC(=C)C